FC=1C=C(C#N)C=C(C1)[C@@H]1CC=NN1C(=O)N1CCN(CC1)C1=NC=C(C(=N1)C1=NNN=C1)F (S)-3-fluoro-5-(1-(4-(5-fluoro-4-(2H-1,2,3-triazol-4-yl)pyrimidin-2-yl)piperazine-1-carbonyl)-4,5-dihydro-1H-pyrazol-5-yl)benzonitrile